C1=C(C=CC2=CC=CC=C12)C=1C2=CC=CC=C2C(=C2C=CC=CC12)Br 9-(naphthalen-2-yl)-10-bromoanthracene